1-(2-(5-benzyl-1H-imidazol-2-yl)piperidin-1-yl)-2-(methylthio)propan-1-one C(C1=CC=CC=C1)C1=CN=C(N1)C1N(CCCC1)C(C(C)SC)=O